2-[3-(4-chloro-3-isopropyloxyphenyl)-1-ethyl-1H-1,2,4-triazol-5-yl]-N-[(3,5-dichlorophenyl)methyl]acetamide ClC1=C(C=C(C=C1)C1=NN(C(=N1)CC(=O)NCC1=CC(=CC(=C1)Cl)Cl)CC)OC(C)C